tert-Butyl-4-(6-isopropoxy-1-methyl-2,3-dioxo-2,3-dihydropyrido[2,3-b]pyrazin-4(1H)-yl)piperidine C(C)(C)(C)N1CCC(CC1)N1C2=C(N(C(C1=O)=O)C)C=CC(=N2)OC(C)C